2-bromo-5-chloro-4-methylbenzoic acid BrC1=C(C(=O)O)C=C(C(=C1)C)Cl